C(CCCCCCCCCCCCCCCCC)(=O)[O-].C(CCCCCCCCCCCCCCCCC)(=O)[O-].[Zn+2] zinc distearate